N-(3-fluoro-2,6-diisopropyl-phenyl-carbamoyl)-4-(2-hydroxy-propan-2-yl)benzene-sulfonamide FC=1C(=C(C(=CC1)C(C)C)NC(=O)NS(=O)(=O)C1=CC=C(C=C1)C(C)(C)O)C(C)C